FC1=C(C=C2C=CN(C(C2=C1)=O)CCC[C@H](C)NC=1C=NNC(C1C(F)(F)F)=O)C1=NC=C(C(=N1)NC)C(F)(F)F 7-fluoro-6-[4-(methylamino)-5-(trifluoromethyl)pyrimidin-2-yl]-2-[(4S)-4-[[6-oxo-5-(trifluoromethyl)-1H-pyridazin-4-yl]amino]pentyl]isoquinolin-1-one